2-(3-(ethylamino)-5-(1-methyl-4-(4-methyl-4H-1,2,4-triazol-3-yl)-1H-pyrazol-5-yl)phenyl)-4-(trifluoromethyl)isoindolin-1-one C(C)NC=1C=C(C=C(C1)C1=C(C=NN1C)C1=NN=CN1C)N1C(C2=CC=CC(=C2C1)C(F)(F)F)=O